3-(5-(7-chloro-1,6-naphthyridin-5-yl)pyridin-2-yl)-3,8-diazabicyclo[3.2.1]octane-8-carboxylic acid tert-butyl ester C(C)(C)(C)OC(=O)N1C2CN(CC1CC2)C2=NC=C(C=C2)C2=C1C=CC=NC1=CC(=N2)Cl